C1(CCCCC1)COC1=C2N=CNC2=NC(=N1)NC1=CC=C(C(=O)N(CC)CC)C=C1 4-(6-Cyclohexylmethoxy-9H-purin-2-ylamino)-N,N-diethylbenzamide